3-(4-Methoxyphenyl)-2-propen COC1=CC=C(C=C1)C=CC